tert-butyl 4-[4-(3-hydrazino-3-oxo-propyl)-3-[[(1R)-1-(1-naphthyl)ethyl]carbamoyl]phenyl]-1,4-diazepane-1-carboxylate N(N)C(CCC1=C(C=C(C=C1)N1CCN(CCC1)C(=O)OC(C)(C)C)C(N[C@H](C)C1=CC=CC2=CC=CC=C12)=O)=O